(1,1-2H2)-Ethyl 2-{4-[acetyl(ethyl)amino]piperidin-1-yl}-6-azaspiro[3.4]octane-6-carboxylate C(C)(=O)N(C1CCN(CC1)C1CC2(C1)CN(CC2)C(=O)OC(C)([2H])[2H])CC